rac-(R)-4-(3-((2-((2-ethyl-4-(hexahydropyrrolo[1,2-a]pyrazin-2(1H)-yl)phenyl)amino)-5-(trifluoromethyl)pyrimidin-4-yl)amino)propyl)-1,4-oxazepan-5-one C(C)C1=C(C=CC(=C1)N1C[C@@H]2N(CC1)CCC2)NC2=NC=C(C(=N2)NCCCN2CCOCCC2=O)C(F)(F)F |r|